2-methoxy-5-(1,4-dioxaspiro[4.5]dec-7-yl)benzoic acid COC1=C(C(=O)O)C=C(C=C1)C1CC2(OCCO2)CCC1